C[Si](CCOCN1N=CC2=C(C1)CCCN2)(C)C 6-{[2-(Trimethylsilyl)ethoxy]methyl}-1,2,3,4-tetrahydropyrido[2,3-d]pyridazine